BrC1=CC(=C(C(=O)Cl)C=C1)S(=O)(=O)C 4-bromo-2-(methylsulfonyl)benzoyl chloride